The molecule is a N-acylsphingosine in which the ceramide N-acyl group is specified as dodecanoyl (lauroyl). It derives from a dodecanoic acid. CCCCCCCCCCCCC/C=C/[C@H]([C@H](CO)NC(=O)CCCCCCCCCCC)O